trans-3-heptadecene-1,17-dicarboxylic acid anhydride C1C\C=C\CCCCCCCCCCCCCC(=O)OC1=O